NC(C(=O)O)(C)C=1NC2=CC=CC=C2C1 alpha-aminoindolyl-propionic acid